CN1C[C@@H](C=C2C3=C4C(C[C@@H]12)=CNC4=CC=C3)C(=O)N3CCCC3 [(6aR,9R)-7-methyl-6,6a,8,9-tetrahydro-4H-indolo[4,3-fg]quinoline-9-yl]-pyrrolidin-1-ylmethanone